ClC1=C2C(=NC=C1O)N(C=C2)[Si](C(C)C)(C(C)C)C(C)C 4-chloro-1-triisopropylsilyl-pyrrolo[2,3-b]pyridin-5-ol